FC([C@H]1[C@@H](C1)CO)(F)F ((trans)-2-(trifluoromethyl)cyclopropyl)methanol